C1(CC1)C=1C=C(C=CC1)B1OC(C(O1)(C)C)(C)C 2-(3-cyclopropylphenyl)-4,4,5,5-tetramethyl-1,3,2-dioxaborolane